ClC=1C=C2C=C(NC2=CC1OCC1=NOC=C1)CNC(=O)C1CC1 N-((5-chloro-6-(isoxazol-3-ylmethoxy)-1H-indol-2-yl)methyl)cyclopropanecarboxamide